6-{5-azaspiro[2.3]hexan-5-yl}pyridin C1CC12CN(C2)C2=CC=CC=N2